BrC1=C2CC(NC2=C2C(=C1)C=CC=C2)=O 4-bromo-1H-benzoindol-2-one